C(#N)C1C(COCC1)N1N=C(C(=C1)C(=O)N)NC1=CC(=NC(=C1)OC)F 1-(4-cyanotetrahydro-2H-pyran-3-yl)-3-((2-fluoro-6-methoxypyridin-4-yl)amino)-1H-pyrazole-4-carboxamide